N-((3R,4S)-4-((6-(2,6-dichloro-3,5-bis(methoxy-d3)phenyl)-8-ethoxy-pyrido[3,4-d]pyrimidin-2-yl)amino)tetra-hydrofuran-3-yl)acrylamide ClC1=C(C(=C(C=C1OC([2H])([2H])[2H])OC([2H])([2H])[2H])Cl)C1=CC2=C(N=C(N=C2)N[C@H]2[C@H](COC2)NC(C=C)=O)C(=N1)OCC